1-(2-chloropyridin-4-yl)tetrahydropyrrol-2-one ClC1=NC=CC(=C1)N1C(CCC1)=O